Cl.C1(=C2N(C=N1)CCC2)C(C(=O)NC=2SC=CN2)N2C(C1=CC(=CC(=C1C2)F)C=2N=NN(C2)C2CCNCC2)=O 2-(6,7-dihydro-5H-pyrrolo[1,2-c]imidazol-1-yl)-2-[4-fluoro-1-oxo-6-[1-(4-piperidinyl)triazol-4-yl]isoindol-2-yl]-N-thiazol-2-yl-acetamide hydrochloride